CN1[C@H](CCC1)COC=1C=C(C(=O)N[C@H](C)C=2C=NC(=NC2)C(F)(F)F)C=C(C1)C=1SC(=CN1)C 3-{[(2R)-1-methylpyrrolidin-2-yl]methoxy}-5-(5-methyl-1,3-thiazol-2-yl)-N-{(1R)-1-[2-(trifluoromethyl)pyrimidin-5-yl]ethyl}benzamide